1-(3-aminopiperidin-1-yl)-2-(thiophen-2-yl)ethan-1-one NC1CN(CCC1)C(CC=1SC=CC1)=O